tert-butyl 4-((6-((5-fluoro-4-(8-fluoro-4-isopropyl-3,4-dihydro-2H-benzo[b][1,4]oxazin-6-yl)pyrimidin-2-yl)amino)pyridin-3-yl)methyl)piperazine-1-carboxylate FC=1C(=NC(=NC1)NC1=CC=C(C=N1)CN1CCN(CC1)C(=O)OC(C)(C)C)C1=CC2=C(OCCN2C(C)C)C(=C1)F